CN1C(C=2N(CC13CC3)N=C3C2CN(CC3)C(=O)OC(C)(C)C)=O Tert-butyl 9'-methyl-10'-oxo-3',4',9',10'-tetrahydro-7'H-spiro[cyclopropane-1,8'-pyrido[4',3':3,4]pyrazolo[1,5-a]pyrazine]-2'(1'H)-carboxylate